tert-butyl (1R,5S,6r)-6-(4-([(benzyloxy)carbonyl]amino)-5-methyl-1,2-oxazol-3-yl)-3-azabicyclo[3.1.0]hexane-3-carboxylate C(C1=CC=CC=C1)OC(=O)NC=1C(=NOC1C)C1[C@H]2CN(C[C@@H]12)C(=O)OC(C)(C)C